Cyclobutane C1CCC1